(R)-2-amino-N-((S)-1-((5-chloro-2-(2-(ethylamino)-2-oxoethoxy)benzyl)amino)-1-oxopropan-2-yl)-4-phenylbutanamide N[C@@H](C(=O)N[C@H](C(=O)NCC1=C(C=CC(=C1)Cl)OCC(=O)NCC)C)CCC1=CC=CC=C1